triphenylzirconium C1(=CC=CC=C1)[Zr](C1=CC=CC=C1)C1=CC=CC=C1